5-((5-(6-(trifluoromethyl)pyridin-3-yl)oxazol-2-yl)amino)pyridinecarbonitrile FC(C1=CC=C(C=N1)C1=CN=C(O1)NC=1C=CC(=NC1)C#N)(F)F